CN(C1CN(CC1)C1=CC(=NC=2N1N=CC2)C2=CC=C(C=C2)O)C 4-(7-(3-(dimethylamino)pyrrolidin-1-yl)pyrazolo[1,5-a]pyrimidin-5-yl)phenol